C(C1=CC=CC=C1)OCCOCCOCCOC=1C=C(C(=O)OC)C=C(C1OCCOCCOCCOCC1=CC=C(C=C1)OC)OCCOCCOCCOCC1=CC=C(C=C1)OC Methyl 3-(2-(2-(2-(benzyloxy)ethoxy)ethoxy)ethoxy)-4,5-bis(2-(2-(2-((4-methoxybenzyl)oxy)ethoxy) ethoxy)ethoxy)benzoate